(R)-2-((1-(2-(4,4-dimethylcyclohexyl)-7-methyl-4-oxo-4H-pyrido[1,2-a]pyrimidin-9-yl)ethyl)amino)benzoic acid CC1(CCC(CC1)C=1N=C2N(C(C1)=O)C=C(C=C2[C@@H](C)NC2=C(C(=O)O)C=CC=C2)C)C